1,3-dihydro-5-benzofuran C1OCC=C2C1=CC=C2